N[C@@H]1C[C@H](N(C1)C(=O)C=1C=C2C=C(C=NC2=CC1)Cl)C=1SC=C(N1)C(=O)N[C@H](C(=O)NC)CCCCNC(=N)N 2-((2S,4R)-4-amino-1-(3-chloroquinoline-6-carbonyl)pyrrolidin-2-yl)-N-((S)-6-guanidino-1-(methylamino)-1-oxohexan-2-yl)thiazole-4-carboxamide